(3R)-3-[(4-methylsulfonylphenoxy)methyl]piperidine CS(=O)(=O)C1=CC=C(OC[C@H]2CNCCC2)C=C1